C(C)N1C=NC2=C1N=NC=C2C=2C(=C(C(=CC2C2=NN=CN2C)F)C2=CC=CC=C2)OC 7-ethyl-4-(6-fluoro-2-methoxy-4-(4-methyl-4H-1,2,4-triazol-3-yl)-[1,1-biphenyl]-3-yl)-7H-imidazo[4,5-c]Pyridazine